methyl naphthalenesulfonate, sodium salt [Na].C1(=CC=CC2=CC=CC=C12)S(=O)(=O)OC